FC(C1=NN=C(O1)C1=CC(N(C=C1)CC(C(=O)O)C1=CC=CC=C1)=O)F 3-(4-(5-(difluoromethyl)-1,3,4-oxadiazole-2-yl)-2-oxopyridine-1(2H)-yl)-2-phenylpropanoic acid